C1(=CC=CC=C1)C1=NC(=NC(=N1)C1=CC=CC=C1)C1=C(C=CC=C1)O 2,4-diphenyl-6-(2-hydroxyphenyl)-1,3,5-triazine